[5-(Benzyloxy)-2-nitrophenyl]methanol C(C1=CC=CC=C1)OC=1C=CC(=C(C1)CO)[N+](=O)[O-]